gadolinium-iridium [Ir].[Gd]